(3,7,7,10a-tetramethyl-1,5,6,6a,7,8,9,10,10a,10b-decahydro-4aH-benzo[f]chromen-4a-yl)methyl acetate C(C)(=O)OCC12CCC3C(C2CC=C(O1)C)(CCCC3(C)C)C